1-allyl-2-(phenoxycarbonyl)-benzene C(C=C)C1=C(C=CC=C1)C(=O)OC1=CC=CC=C1